N(=[N+]=[N-])C1CCC2C1OCC2 trans-6-azidohexahydro-2H-cyclopenta[b]furan